2-chloro-4-[2-(oxan-2-yloxy)ethoxy]pyridine ClC1=NC=CC(=C1)OCCOC1OCCCC1